O(C(=S)[S-])C(CCC)(C)C.[Na+] sodium dimethylbutyl xanthate